tert-butyl (2-(5-bromo-1H-indole-2-carboxamido)ethyl)carbamate BrC=1C=C2C=C(NC2=CC1)C(=O)NCCNC(OC(C)(C)C)=O